6-((4-((tert-Butyldiphenylsilyl)oxy)butyl)amino)undecane-1,11-diyl dicyclopentadecane-carboxylate C1(CCCCCCCCCCCCCC1)C(=O)OCCCCCC(CCCCCOC(=O)C1CCCCCCCCCCCCCC1)NCCCCO[Si](C1=CC=CC=C1)(C1=CC=CC=C1)C(C)(C)C